C1(=CC=CC=2C3=CC=CC=C3C12)P(O)O.CC=1CC(CCC1)(C1C(C(=CC1)C)(C)C)CO (3-methyl-1-(2,2,3-trimethyl-3-cyclopentenyl)-3-cyclohexen-1-yl)methanol biphenylenemonophosphonite